ethyl 4-[2,6-difluoro-4-(5-isobutoxymethyl-thiophen-3-yl)-phenoxy]-butyrate FC1=C(OCCCC(=O)OCC)C(=CC(=C1)C1=CSC(=C1)COCC(C)C)F